C(C)(=O)N1CCC(CC1)CC1=C(CC2=NN3C(C(=NC(=C3)C=3C(=C(C#N)C=CC3)F)N)=N2)C(=CC=C1)F 3-(2-(2-((1-acetylpiperidin-4-yl)methyl)-6-fluorobenzyl)-8-amino-[1,2,4]triazolo[1,5-a]pyrazin-6-yl)-2-fluorobenzonitrile